dihydroxyterephthalic acid methyl ester COC(C1=C(C(=C(C(=O)O)C=C1)O)O)=O